sodium propyl-hydroxybenzoate C(CC)C=1C(=C(C(=O)[O-])C=CC1)O.[Na+]